methyl 1-(5-((3-chloro-4-cyclopropylbenzyl)oxy)-2,3-dihydro-1H-inden-1-yl)azetidine-3-carboxylate ClC=1C=C(COC=2C=C3CCC(C3=CC2)N2CC(C2)C(=O)OC)C=CC1C1CC1